1-bromo-2-[bromo(difluoro)methoxy]-3-fluoro-5-nitrobenzene BrC1=C(C(=CC(=C1)[N+](=O)[O-])F)OC(F)(F)Br